BrC1=NC(=CC(=C1C1=CC=CC=C1)C1=CC=CC=C1)Br 2,6-dibromo-3,4-diphenylpyridine